benzyl (5-methyl-4-oxidopyrazin-2-yl)acetate CC=1[N+](=CC(=NC1)CC(=O)OCC1=CC=CC=C1)[O-]